4-bromo-2-isopropyl-triazole BrC1=NN(N=C1)C(C)C